C(C)(C)(C)OC(=O)O[C@@H]1[C@H]([C@H](N(C1)C(=O)OC(C)(C)C)CC1=CC=C(C=C1)OC)OC(CC=1C=NC=CC1)=O tert-butyl (2R,3S,4S)-4-[(tert-butoxycarbonyl)oxy]-2-[(4-methoxyphenyl)methyl]-3-{[2-(pyridin-3-yl)acetyl]oxy}pyrrolidine-1-carboxylate